(diethyl-amino)ethanol C(C)N(CC)C(C)O